3-(2-(3,4-dihydroxyphenyl)ethylaminocarbonyl)-2,5-dihydroxybenzoic acid OC=1C=C(C=CC1O)CCNC(=O)C=1C(=C(C(=O)O)C=C(C1)O)O